2-fluoro-8-methyl-7,8-dihydro-6H-cyclopenta[e]pyrazolo[1,5-a]pyrimidine FC1=NN2C(N=CC3=C2C(CC3)C)=C1